CC(C#CC=1C=C(C=C2C(=NNC12)N)C1=C2C(=NC=C1)NC(=C2)CN2CCOCC2)(C)C 7-(3,3-Dimethylbut-1-yn-1-yl)-5-(2-(morpholinomethyl)-1H-pyrrolo[2,3-b]pyridin-4-yl)-1H-indazol-3-amine